NC=1C2=C(N=C(N1)C)C=CC(=N2)C=2C=C(C=CC2)C#C[C@@]2(C(N(C[C@H]2C)C)=O)O (3S,4R)-3-((3-(4-amino-2-methylpyrido[3,2-d]pyrimidin-6-yl)phenyl)ethynyl)-3-hydroxy-1,4-dimethylpyrrolidin-2-one